6-Bromo-8-fluoro-2-(1-(fluoromethyl)-2-oxabicyclo[2.1.1]hexan-4-yl)-7-isopropoxyimidazo[1,2-a]pyridine BrC=1C(=C(C=2N(C1)C=C(N2)C21COC(C2)(C1)CF)F)OC(C)C